1-(1-(4-(1H-pyrrolo[2,3-b]pyridin-5-yl)benzyl)-1H-indol-5-yl)-5-methyl-1H-pyrazole-3-carboxamide N1C=CC=2C1=NC=C(C2)C2=CC=C(CN1C=CC3=CC(=CC=C13)N1N=C(C=C1C)C(=O)N)C=C2